OC(=CC(CCC1=CC(=C(C=C1)O)OC)=O)C=CC1=CC=C(C=C1)O 5-hydroxyl-1-(4-hydroxy-3-methoxyphenyl)-7-(4-hydroxyphenyl)-4,6-heptadiene-3-one